4-chloro-N-(4,4-diethyl-7-(trifluoromethyl)-4H-chromeno[4,3-d]thiazol-2-yl)-6-methoxypyrimidine-5-carboxamide ClC1=NC=NC(=C1C(=O)NC=1SC2=C(N1)C=1C=CC(=CC1OC2(CC)CC)C(F)(F)F)OC